magnesium-strontium-iron salt [Fe].[Sr].[Mg]